NC1=NC=C(C2=C1COC2)NC(C(=O)N2C(CCC(C2)C)C2=CC1=C3N(N=C1C=C2)CCN(C3)C)=O N-(4-amino-1,3-dihydrofuro[3,4-c]pyridin-7-yl)-2-(5-methyl-2-(2-methyl-1,2,3,4-tetrahydropyrazino[1,2-b]indazol-9-yl)piperidin-1-yl)-2-oxoacetamide